N1C(CN2C1=NC=CC2=O)=O 1H,2H,3H,5H-imidazo[1,2-a]pyrimidine-2,5-dione